6-(2-chloro-5-fluoropyrimidin-4-yl)-1-cyclopentyl-1H-pyrazolo[4,3-b]pyridine ClC1=NC=C(C(=N1)C=1C=C2C(=NC1)C=NN2C2CCCC2)F